5-((3,3-difluoro-1-methylpiperidin-4-yl)oxy)-6,7-dimethoxyquinazolin-4-amine FC1(CN(CCC1OC1=C2C(=NC=NC2=CC(=C1OC)OC)N)C)F